5-(4-((4-(4-(4-amino-3-(4-phenoxyphenyl)-1H-pyrazolo[3,4-d]pyrimidin-1-yl)piperidine-1-carbonyl)piperazin-1-yl)methyl)piperidin-1-yl)-2-(2,6-dioxopiperidin-3-yl)isoindoline-1,3-dione NC1=C2C(=NC=N1)N(N=C2C2=CC=C(C=C2)OC2=CC=CC=C2)C2CCN(CC2)C(=O)N2CCN(CC2)CC2CCN(CC2)C=2C=C1C(N(C(C1=CC2)=O)C2C(NC(CC2)=O)=O)=O